N(C(=N)N)CCC1=CC=C(C=C1)NC(=O)C1=NC=CC(=C1)C(=O)NC1=CC=C(C=C1)CCNC(=N)N pyridine-2,4-dicarboxylic acid bis-{[4-(2-guanidino-ethyl)-phenyl]-amide}